[1,1'-biphenyl]-4-ylmethyl-2-methylthiophene-3-carboxylic acid C1(=CC=C(C=C1)CC=1C(=C(SC1)C)C(=O)O)C1=CC=CC=C1